C(C)C1=NSC=C1C=1C=C(C(=O)O)C=C(C1)F 3-(3-ethylisothiazol-4-yl)-5-fluorobenzoic acid